2-butyl-1-(4-(((3-cyclopropylpropyl)amino)methyl)benzyl)-1H-imidazo[4,5-c]quinolin-4-amine C(CCC)C=1N(C2=C(C(=NC=3C=CC=CC23)N)N1)CC1=CC=C(C=C1)CNCCCC1CC1